ClC1=CC=C(C(=N1)S(=O)(=O)N)O[C@H](C)C=1C=C(C=C2C(C(=C(OC12)C=1C=NC=NC1)C)=O)C 6-Chloro-3-[(1R)-1-(3,6-dimethyl-4-oxo-2-pyrimidin-5-yl-chromen-8-yl)ethoxy]pyridine-2-sulfonamide